ClC1=NN(C=C1NC(C[C@H](C(=O)N[C@H]1C2=C(CN3N(C1=O)CCC3)C=CC=C2)C)=O)C=2C=NC(=CC2)C(F)(F)F (R)-N4-(3-chloro-1-(6-(trifluoromethyl)pyridin-3-yl)-1H-pyrazol-4-yl)-2-methyl-N1-((S)-11-oxo-2,3,10,11-tetrahydro-1H,5H-benzo[d]pyrazolo[1,2-a][1,2]diazepin-10-yl)succinamide